(3-(2-(((2S)-3-hydroxybutan-2-yl)amino)-5-(trifluoromethyl)pyrimidin-4-yl)-1H-indole-7-yl)dimethyl-phosphine oxide OC([C@H](C)NC1=NC=C(C(=N1)C1=CNC2=C(C=CC=C12)P(C)(C)=O)C(F)(F)F)C